FC=1C=C(C=CC1)CCC(C(=O)OCC)C(=O)OCC 1,3-diethyl 2-[2-(3-fluorophenyl)ethyl]propanedioate